(2S,3R,4R,5S,6R)-2-[4-Chloro-3-(2,3-dihydro-1H-indol-5-ylmethyl)-phenyl]-6-hydroxymethyl-tetrahydro-pyran-3,4,5-triol ClC1=C(C=C(C=C1)[C@@H]1O[C@@H]([C@H]([C@@H]([C@H]1O)O)O)CO)CC=1C=C2CCNC2=CC1